C(#N)C=1C=CC(=C(C1)C1=CC(=C(N1C)C)C(=O)N(CC1=C(C(=CC=C1)OC)C)C1=CC=C(C=C1)O)C(=O)N1CC2=CC=CC=C2C[C@H]1CN1CCOCC1 5-[5-cyano-2-[(3S)-3-(morpholinomethyl)-3,4-dihydro-1H-isoquinoline-2-carbonyl]phenyl]-N-(4-hydroxyphenyl)-N-[(3-methoxy-2-methyl-phenyl)methyl]-1,2-dimethyl-pyrrole-3-carboxamide